[Si](C)(C)(C(C)(C)C)OC=1C=C2C(=NNC2=CC1)I 5-((tert-butyldimethylsilyl)-oxy)-3-iodo-1H-indazole